C(C1=CC=CC=C1)OCC1(COC2=C1C=CC(=C2C=O)C(=O)O)C 3-[(benzyloxy)methyl]-7-formyl-3-methyl-2,3-dihydro-1-benzofuran-6-carboxylic acid